O(P([O-])(=O)OP(=O)([O-])[O-])C(CC(CC)(C)O)=O 3-hydroxy-3-methylvaleryl diphosphate